7-isopropoxy-2-(1-methyl-2-oxabicyclo[2.2.2]oct-4-yl)imidazo[1,2-a]pyridine-6-carboxylic acid methyl ester COC(=O)C=1C(=CC=2N(C1)C=C(N2)C21COC(CC2)(CC1)C)OC(C)C